Ethyl (S,E)-3-(7-(2-(1,8-naphthyridin-2-yl)vinyl)-1-oxo-3,4-dihydropyrrolo[1,2-a]pyrazin-2(1H)-yl)-3-(6-methoxypyridin-3-yl)propanoate N1=C(C=CC2=CC=CN=C12)/C=C/C=1C=C2N(CCN(C2=O)[C@@H](CC(=O)OCC)C=2C=NC(=CC2)OC)C1